ClC=1C(=NC(=NC1)NCC1=CC=C(C=C1)N1CCOCC1)NC(C1=C(C=CC=C1)F)(F)F 5-Chloro-N2-[4-(4-morpholinyl)benzyl]-N4-(trifluorobenzyl)pyrimidine-2,4-diamine